FC=1C=C2C(C(=CN(C2=CC1N1[C@H](CCC1)COC1=NC=CC=C1)C=1C=C(C=CC1)C)C(=O)O)=O (R)-6-fluoro-4-oxo-7-(2-((pyridin-2-yloxy)methyl)pyrrolidin-1-yl)-1-(m-tolyl)-1,4-dihydroquinoline-3-carboxylic acid